((2-(((3S,6S,10aS)-3-((1-((benzyloxy)carbonyl)azetidin-3-yl)carbamoyl)-5-oxodecahydro-pyrrolo[1,2-a]azocin-6-yl)carbamoyl)benzo[b]thiophen-5-yl)fluoromethyl)phosphonic acid C(C1=CC=CC=C1)OC(=O)N1CC(C1)NC(=O)[C@@H]1CC[C@H]2N1C([C@H](CCCC2)NC(=O)C2=CC1=C(S2)C=CC(=C1)C(F)P(O)(O)=O)=O